Methoxyimidazo[1,2-a]pyridine COC=1N=C2N(C=CC=C2)C1